N-(1-(5-(3-cyano-6-(2-hydroxy-2-methylpropoxy)pyrazolo[1,5-a]pyridin-4-yl)pyridin-2-yl)-4-methylpiperidin-4-yl)-2-(methylsulfonyl)benzamide C(#N)C=1C=NN2C1C(=CC(=C2)OCC(C)(C)O)C=2C=CC(=NC2)N2CCC(CC2)(C)NC(C2=C(C=CC=C2)S(=O)(=O)C)=O